1-(4-chloro-2-fluoro-phenyl)-4-(3,4-dichlorophenyl)-6-methyl-2-oxo-pyridine-3-carboxylic acid ClC1=CC(=C(C=C1)N1C(C(=C(C=C1C)C1=CC(=C(C=C1)Cl)Cl)C(=O)O)=O)F